OCCC1CCN(CC1)S(=O)(=O)C=1C=CC(=C(C1)C1=NN2C(C(N1)=O)=C(C(=C2CCC)C=O)C)OCCC 2-(5-((4-(2-Hydroxyethyl)piperidin-1-yl)sulfonyl)-2-propoxyphenyl)-5-methyl-4-oxo-7-propyl-3,4-dihydropyrrolo[2,1-f][1,2,4]triazin-6-carbaldehyd